N-(1-(4,4-difluorocyclohexyl)-2-oxopyrrolidin-3-yl)-4-((1-hydroxy-2-methylpropan-2-yl)amino)-2-(6-azaspiro[2.5]octan-6-yl)benzamide FC1(CCC(CC1)N1C(C(CC1)NC(C1=C(C=C(C=C1)NC(CO)(C)C)N1CCC2(CC2)CC1)=O)=O)F